(S)-N-(6-(3,4-dimethylpiperazin-1-yl)pyridazin-3-yl)-7-ethoxy-2-methylimidazo[1,2-a]pyridine-6-carboxamide formate salt C(=O)O.C[C@H]1CN(CCN1C)C1=CC=C(N=N1)NC(=O)C=1C(=CC=2N(C1)C=C(N2)C)OCC